FC(C(=O)O)(F)F.N1N=CC(=C1)C=1C=C(C(=NC1)C1=CN=C(N=N1)OC1CC(NC(C1)(C)C)(C)C)O 5-(1H-pyrazol-4-yl)-2-{3-[(2,2,6,6-tetramethylpiperidin-4-yl)oxy]-1,2,4-triazin-6-yl}pyridin-3-ol trifluoroacetate